C1(CC1)NCC1=NC=CC=N1 cyclopropyl-(pyrimidin-2-yl)methylamine